N-[4-({7-[(Cyclopentylcarbamoyl)amino]-5-[2-(triisopropylsilyl)ethynyl]pyrido[2,3-d]pyrimidin-2-yl}amino)phenyl]-2-(dimethylamino)-N-methylacetamide C1(CCCC1)NC(=O)NC=1C=C(C2=C(N=C(N=C2)NC2=CC=C(C=C2)N(C(CN(C)C)=O)C)N1)C#C[Si](C(C)C)(C(C)C)C(C)C